N1=CN=C(C=C1)C(C=O)C=O 2-(4-pyrimidinyl)-malonaldehyde